2-dicyclohexylphosphono-2',6'-dimethoxybiphenyl C1(CCCCC1)OP(=O)(OC1CCCCC1)C1=C(C=CC=C1)C1=C(C=CC=C1OC)OC